3-(2,6-difluoro-3,5-dimethoxyphenyl)-7-(1,3-dimethyl-1H-pyrazol-4-yl)-1-propyl-3,4-dihydropyrido[4,3-d]pyrimidin-2(1H)-one FC1=C(C(=C(C=C1OC)OC)F)N1C(N(C2=C(C1)C=NC(=C2)C=2C(=NN(C2)C)C)CCC)=O